FC1=CC=C(C=C1)C1=C(C2=CC=C(C=C2CC1)OC)C1=CC=C(C=C1)N1CCN(CC1)C(C)C 1-(4-(2-(4-Fluorophenyl)-6-methoxy-3,4-dihydronaphthalen-1-yl)phenyl)-4-isopropylpiperazine